O=C1C=CC=C(N1)C(=O)NC1CCNCC1 6-oxo-N-(piperidin-4-yl)-1H-pyridine-2-carboxamide